C1(CCC(N1C(C(=O)O)CC(=O)O)=O)=O.C1(CCC(N1C(C(=O)O)CC(=O)O)=O)=O.C(CO)O ethyleneglycol bis(succinimidosuccinate)